2-(2-fluorobenzyl)-isoindoline-1,3-dione FC1=C(CN2C(C3=CC=CC=C3C2=O)=O)C=CC=C1